COC1=C(C=C(C=C1)OC)C1=NC=CC(=N1)N (2-(2,5-Dimethoxyphenyl)pyrimidin-4-yl)ammonia